C1(=CC(=CC=C1)N1CCN(CC1)C=O)C (4-(m-tolyl)piperazin-1-yl)methanone